CN(C)C1=C(C(=O)C2=CC=C(C=C2)C(C2=C(C=CC=C2)N(C)C)=O)C=CC=C1 p-bis(dimethylaminobenzoyl)benzene